C1(CC1)C(=O)NC1=NC=C(C(=O)NC([2H])([2H])[2H])C(=C1)NC1=NN(C2=CC=C(C(=C12)OC)[C@H](C(F)(F)F)O)CC |o1:31| (R*)-6-(cyclopropanecarboxamido)-4-((1-ethyl-4-methoxy-5-(2,2,2-trifluoro-1-hydroxyethyl)-1H-indazol-3-yl)amino)-N-(methyl-d3)nicotinamide